{2-[4-(6-cyclobutoxy-pyridin-2-yl)-phenyl]-2,2-difluoro-ethoxy}-acetic acid C1(CCC1)OC1=CC=CC(=N1)C1=CC=C(C=C1)C(COCC(=O)O)(F)F